iron potassium ferricyanide [Fe-3](C#N)(C#N)(C#N)(C#N)(C#N)C#N.[K+].[Fe+2]